N-[9-[(2R,3R,4S,5S)-3,4-dihydroxy-5-(hydroxymethyl)-5-(triisopropyl-silanyloxymethyl)tetrahydrofuran-2-yl]-6-oxo-1H-purin-2-yl]-2-methyl-propionamide O[C@H]1[C@@H](O[C@]([C@H]1O)(CO[Si](C(C)C)(C(C)C)C(C)C)CO)N1C=2N=C(NC(C2N=C1)=O)NC(C(C)C)=O